NC1=C(C=C(C=N1)C1=NC(=NC(=N1)N1CCOCC1)N1CCN(CC1)C(CCCC(=O)NO)=O)C(F)(F)F 5-(4-(4-(6-amino-5-(trifluoromethyl)pyridin-3-yl)-6-morpholino-1,3,5-triazin-2-yl)piperazin-1-yl)-N-hydroxy-5-oxopentanamide